NC1=NC=2C=CC=CC2C2=C1N=C(N2CC2=CC=C(CNC(CCCCCCCCCCCCCCCCCCC)=O)C=C2)CCCC N-(4-((4-amino-2-butyl-1H-imidazo[4,5-c]quinolin-1-yl)methyl)benzyl)icosanamide